1-Hex-5-enyl-7-methylsulfanyl-4H-pyrimido[4,5-d][1,3]oxazin-2-one C(CCCC=C)N1C(OCC2=C1N=C(N=C2)SC)=O